ethyl-2-(5-(trifluoromethyl)benzo[d]thiazol-2-yl)isoindoline C(C)C1N(CC2=CC=CC=C12)C=1SC2=C(N1)C=C(C=C2)C(F)(F)F